7-(10-bromoanthracen-9-yl-1,2,3,4,5,6,7,8-d8)naphtho[1,2-b]benzofuran-1,2,3,4,5,6,8,10-d8 BrC1=C2C(=C(C(=C(C2=C(C2=C(C(=C(C(=C12)[2H])[2H])[2H])[2H])C1=C(C=C(C2=C1C=1C(O2)=C2C(=C(C(=C(C2=C(C1[2H])[2H])[2H])[2H])[2H])[2H])[2H])[2H])[2H])[2H])[2H])[2H]